N-[3-[[4-[1-[3,5-dichloro-4-(2-chloroethoxy)phenyl]-1-methyl-ethyl]phenoxy]methyl]-1-tetrahydropyran-2-yl-pyrazol-4-yl]methanesulfonamide ClC=1C=C(C=C(C1OCCCl)Cl)C(C)(C)C1=CC=C(OCC2=NN(C=C2NS(=O)(=O)C)C2OCCCC2)C=C1